3-((4-amino-3-(3-hydroxyphenyl)-1H-pyrazolo[3,4-d]pyrimidin-1-yl)methyl)-8-methyl-2-o-tolylisoquinolin NC1=C2C(=NC=N1)N(N=C2C2=CC(=CC=C2)O)CC=2N(CC1=C(C=CC=C1C2)C)C2=C(C=CC=C2)C